N[C@H](C)C(=O)N[C@H](CCCNC(N)=N)C(=O)[NH-] D-alanyl-D-arginyl-amide